ClC1=C(C=C2C(N(C(=NC2=C1)CN1CCN(CC1)C)C)=O)CN(C1=CC=C(C(=O)NCC=2C=NC=CC2)C=C1)CC#C 4-(((7-chloro-3,4-dihydro-3-methyl-2-((4-methyl-1-piperazinyl)methyl)-4-oxo-6-quinazolinyl)methyl)-2-propyn-1-ylamino)-N-(3-pyridinylmethyl)-Benzamide